[Al].[C].[Ge].[Si].FC1=C(C=CC(=C1)F)C(CN1N=CN=C1)(CC)O 2-(2,4-difluorophenyl)-1-(1H-1,2,4-triazol-1-yl)butan-2-ol silicon germanium carbon aluminum